C1(CC1)C=1C(=C2C=NNC2=CC1)CNC(C1=CC=C(C=C1)C(F)(F)F)=O N-((5-cyclopropyl-1H-indazol-4-yl)methyl)-4-(trifluoromethyl)benzamide